C(C1=CC=CC=C1)O[C@H]1CN2C(NC(C3=CC(=CC(=C23)S(C1)C1=C(C=C(C=C1)F)F)C(F)(F)F)=O)=O (3s)-3-(benzyloxy)-l-1-(2,4-difluorophenyl)-10-(trifluoromethyl)-3,4-dihydro-2H,6H-[1,4]thiazepino[2,3,4-ij]quinazoline-6,8(7H)-dione